3-(4-Chlorophenyl)-N-((4,4-difluoropiperidin-1-yl)sulfonyl)-4-phenyl-4,5-dihydro-1H-pyrazole-1-carboxamide ClC1=CC=C(C=C1)C1=NN(CC1C1=CC=CC=C1)C(=O)NS(=O)(=O)N1CCC(CC1)(F)F